ClC1=CC=C2C(=C(C(=NC2=C1)C)C(=O)OCC)CCC(=O)O 3-[7-chloro-3-(ethoxycarbonyl)-2-methylquinolin-4-yl]propanoic acid